N1CCC(CC1)NCP(OC(C)C)(OC(C)C)=O diisopropyl ((piperidin-4-ylamino)methyl)phosphonate